N-(2,5-dichlorophenyl)-3,3-diethoxypropionamide ClC1=C(C=C(C=C1)Cl)NC(CC(OCC)OCC)=O